4-(8-Methoxy-1-((4-(morpholine-4-carbonyl)phenyl)amino)imidazo[1,5-a]pyrazin-3-yl)piperidine-1-carboxylic acid Benzyl ester C(C1=CC=CC=C1)OC(=O)N1CCC(CC1)C1=NC(=C2N1C=CN=C2OC)NC2=CC=C(C=C2)C(=O)N2CCOCC2